2-(4-amino-4-phenylpiperidin-1-yl)-5-(4-chloro-2-(methyl-d3)-2H-indazol-5-yl)-7H-pyrrolo[2,3-d]pyrimidine-4-carboxamide NC1(CCN(CC1)C=1N=C(C2=C(N1)NC=C2C2=C(C1=CN(N=C1C=C2)C([2H])([2H])[2H])Cl)C(=O)N)C2=CC=CC=C2